1-[4-(2-hydroxyethoxy)phenyl]-2-hydroxy-2-methylpropane OCCOC1=CC=C(C=C1)CC(C)(C)O